NC=1C=2N(C=CN1)C(=NC2C2=CC=C(C=C2)O)C2CCCC2 4-(8-amino-3-cyclopentylimidazo[1,5-a]pyrazin-1-yl)phenol